ClC=1C=C(C=C2C(=C(C=NC12)C#N)NCC(C)(C)C)N[C@@]([2H])(C=1C=NC(=CC1)F)C=1N=NN(C1)C1(CC1)C(F)F (S)-8-chloro-6-(((1-(1-(difluoromethyl)cyclopropyl)-1H-1,2,3-triazol-4-yl)(6-fluoropyridin-3-yl)methyl-d)amino)-4-(neopentylamino)quinoline-3-carbonitrile